OC1=C(C2=C(NC(=N2)CCC(=O)N2CCOCC2)C=C1)C=O 5-hydroxy-2-(3-morpholino-3-oxopropyl)-1H-benzo[d]Imidazole-4-carbaldehyde